NC1=C(C=CC(=C1)NCC1=CC=C(C=C1)C(F)(F)F)NC(C(C(CCCC)F)F)=O N-(2-Amino-4-((4-(trifluoromethyl)benzyl)amino)phenyl)-2,3-difluoroheptanamid